(R)-5-(l-1-methoxy-10-methyl-1,2,4,4a,5,6-hexahydro-3H,14H-pyrazino[1',2':5,6][1,5]oxazocino[2,3-g]quinolin-3-yl)-N-methylpicolinamide CO[C@@H]1CN(CC2N1CC1=C(C=C3C=C(C=NC3=C1)C)OCC2)C=2C=CC(=NC2)C(=O)NC